C(C=C)(=O)OCCC[Si](OC)(OC)C ls-3-Acryloxypropyl-methyl-dimethoxysilane